OC1=C(C(=O)C2=C(C(=CC=C2OC)OC)OC)C=CC(=C1)O 2,4-dihydroxy-2',3',6'-trimethoxybenzophenone